2-(3-(propan-2-yl)-5H,6H,7H-pyrrolo[2,1-C][1,2,4]triazol-7-yl)ethan-1-ol ethyl-(S)-1-(cyanomethyl)-5-(2,2-dimethyltetrahydro-2H-pyran-4-yl)-1H-indole-2-carboxylate C(C)C1=C(N(C2=CC=C(C=C12)[C@@H]1CC(OCC1)(C)C)CC#N)C(=O)OCCC1CCN2C1=NN=C2C(C)C